2-cyano-5-t-butoxypyrazine C(#N)C1=NC=C(N=C1)OC(C)(C)C